(S)-3-((tert-butoxycarbonyl)amino)-4-(5,5-difluoro-2-oxo-piperidin-1-yl)butyric acid C(C)(C)(C)OC(=O)N[C@@H](CC(=O)O)CN1C(CCC(C1)(F)F)=O